The molecule is a organic sodium salt that is the disodium salt of an azo-substituted pyrazolinone sulfonic acid compound. It has a role as a dye. It is a member of pyrazoles, an azo compound and an organic sodium salt. CC1=CC(=CC(=C1N2C(=O)C(C(=N2)C)N=NC3=C(C=CC(=C3)S(=O)(=O)CCOS(=O)(=O)[O-])OC)Cl)S(=O)(=O)[O-].[Na+].[Na+]